C1(CC1)[C@@H](C(C)(C)O)N1C(C2=C(C=CC=C2C1)\C=C\C1=C2C(=NC=C1C)OCO2)=O (S)-(E)-2-(1-Cyclopropyl-2-hydroxy-2-methylpropyl)-7-(2-(6-methyl-[1,3]dioxolo[4,5-b]pyridin-7-yl)vinyl)isoindolin-1-one